C(C1=CC=CC=C1)OC1=C(C(=CC(=C1)OCC1=CC=CC=C1)F)C[C@H]([C@H](O[Si](C)(C)C(C)(C)C)C1=CC(=C(C=C1)OCOC)OCOC)O (1R,2R)-3-(2,4-Bis(benzyloxy)-6-fluorophenyl)-1-(3,4-bis(methoxymethoxy)phenyl)-1-((tert-butyldimethylsilyl)oxy)propan-2-ol